C(C)OC=1C=C(C=O)C=CC1OC(CCC)C\C=C\CC (E)-3-ethoxy-4-(non-6-en-4-yloxy)benzaldehyde